CC1(OC[C@H](O1)CN1C(=CC2=CC(=C(C=C12)F)[N+](=O)[O-])C(CO)(C)C)C (R)-2-(1-((2,2-dimethyl-1,3-dioxacyclopentane-4-yl)methyl)-6-fluoro-5-nitro-1H-indol-2-yl)-2-methylpropan-1-ol